ClC1=C(OC=2C=C3C4(C(NC3=CC2)=O)CC(C4)(F)F)C(=CC(=C1)[N+](=O)[O-])Cl 5'-(2,6-dichloro-4-nitrophenoxy)-3,3-difluoro-1'H-spiro[cyclobutane-1,3'-indol]-2'-one